4-(3-(2-isopropoxypyridin-4-yl)-1-(tetrahydro-2H-pyran-2-yl)-1H-indazol-5-yl)pyridin-2(1H)-one C(C)(C)OC1=NC=CC(=C1)C1=NN(C2=CC=C(C=C12)C1=CC(NC=C1)=O)C1OCCCC1